C(C)OC(CCC(C=1C=NC=CC1)=NO)=O 4-(hydroxyimino)-4-(pyridin-3-yl)butanoic acid ethyl ester